ClC1=NC=C(C(=C1)C1=C(C=NC(=C1)C)C(=O)NC=1SC(=NN1)OCC1CCC(CC1)OC)OC 2'-chloro-5'-methoxy-N-(5-(((1r,4r)-4-methoxycyclohexyl)methoxy)-1,3,4-thiadiazol-2-yl)-6-methyl-[4,4'-bipyridine]-3-carboxamide